C(C)CC(CC(=O)OCC(C)C)=O.C(C)CC(CC(=O)OCC(C)C)=O diisobutyl di(ethylacetoacetate)